ClC1=NC2=CC=CC=C2C(=N1)C(CC1CC1)(COC1OCCCC1)C1=CC=CC=C1 2-chloro-4-(1-cyclopropyl-2-phenyl-3-((tetrahydro-2H-pyran-2-yl)oxy)propan-2-yl)quinazoline